1-(2,6-diphenylphenyl)-3-[3-[6-(2-methoxyphenyl)-2-pyridyl]phenyl]benzimidazol-3-ium C1(=CC=CC=C1)C1=C(C(=CC=C1)C1=CC=CC=C1)N1C=[N+](C2=C1C=CC=C2)C2=CC(=CC=C2)C2=NC(=CC=C2)C2=C(C=CC=C2)OC